(S)-N-tert-butyloxycarbonyl-2-vinylmorpholine C(C)(C)(C)OC(=O)N1C[C@@H](OCC1)C=C